1-(2,2,2-trifluoro-1-methoxymethoxy-1-trifluoromethylethyl)-4-vinylbenzene FC(C(C(F)(F)F)(OCOC)C1=CC=C(C=C1)C=C)(F)F